COC(=O)C1C2CC2CC(C1)O (±)-(cis)-4-hydroxybicyclo[4.1.0]heptane-2-carboxylic acid methyl ester